rac-(3S)-3-methyl-6-(1-methylcyclopropyl)-2,3,4,5-tetrahydropyridine C[C@@H]1CN=C(CC1)C1(CC1)C |r|